8-(4-phenylindolin-1-yl)-1,7-naphthyridine-3-carbaldehyde C1(=CC=CC=C1)C1=C2CCN(C2=CC=C1)C=1N=CC=C2C=C(C=NC12)C=O